(4-(bis(tert-butoxycarbonyl)amino)-1-(2-((tert-butoxycarbonyl)oxy)-2-methylpropyl)-2-(ethoxymethyl)-1H-imidazo[4,5-c]quinolin-7-yl)boronic acid C(C)(C)(C)OC(=O)N(C1=NC=2C=C(C=CC2C2=C1N=C(N2CC(C)(C)OC(=O)OC(C)(C)C)COCC)B(O)O)C(=O)OC(C)(C)C